iron (III) tetra(4-bromophenyl)porphyrin chloride [Cl-].BrC1=CC=C(C=C1)C1=C2C=CC(C(=C3C=CC(=C(C=4C=CC(=C(C5=CC=C1N5)C5=CC=C(C=C5)Br)N4)C4=CC=C(C=C4)Br)N3)C3=CC=C(C=C3)Br)=N2.[Fe+3].[Cl-].[Cl-]